2-chloro-N-(2,4-dimethyl-3-thienyl)-N-(2-methoxy-1-methylethyl)acetamide ClCC(=O)N(C(COC)C)C1=C(SC=C1C)C